1-Isopropyl-4-(3-(3-(methylamino)-1-(thiophen-2-yl)propoxy)phenyl)-1,4-diazepan-5-one C(C)(C)N1CCN(C(CC1)=O)C1=CC(=CC=C1)OC(CCNC)C=1SC=CC1